(1S,3R,4S)-2-((S)-2-((3-chlorophenyl)amino)-3-cyclopropylpropanoyl)-N-((R)-1-cyano-2-((R)-2-oxopiperidin-3-yl)ethyl)-5,5-difluoro-2-azabicyclo[2.2.2]octane-3-carboxamide ClC=1C=C(C=CC1)N[C@H](C(=O)N1[C@@H]2CC([C@H]([C@@H]1C(=O)N[C@H](C[C@@H]1C(NCCC1)=O)C#N)CC2)(F)F)CC2CC2